(2-chloro-5-[1-(3-methylbenzoxyimino)ethyl]benzyl)carbamic acid methyl ester COC(NCC1=C(C=CC(=C1)C(C)=NOCC1=CC(=CC=C1)C)Cl)=O